(E)-1-(3-(3-(2,6-bis(trifluoromethyl)pyridin-4-yl)-1H-1,2,4-triazol-1-yl)-2-(Pyrimidin-5-yl)acryloyl)azetidine-3-carboxylic acid FC(C1=NC(=CC(=C1)C1=NN(C=N1)/C=C(/C(=O)N1CC(C1)C(=O)O)\C=1C=NC=NC1)C(F)(F)F)(F)F